FC1(CC(C1)CNC(=O)C=1C=NN2C1C=C(C=C2)C2=CNC=1N=CN=CC12)F N-((3,3-difluorocyclobutyl)methyl)-5-(7H-pyrrolo[2,3-d]pyrimidin-5-yl)pyrazolo[1,5-a]pyridine-3-carboxamide